FC1=CNC2=NC=CC(=C21)C2=CC=C(C=C2)C2(CCN(CC2)C(=O)OC(C)(C)C)C=2OC(=NN2)C tert-butyl 4-(4-(3-fluoro-1H-pyrrolo[2,3-b]pyridin-4-yl)phenyl)-4-(5-methyl-1,3,4-oxadiazol-2-yl)piperidine-1-carboxylate